(2R,4S)-4-hydroxy-1-[(2S)-2-[4-[[2-(hydroxymethyl)pyrrolidin-1-yl]methyl]triazol-1-yl]-3,3-dimethyl-butanoyl]-N-methyl-pyrrolidine-2-carboxamide O[C@H]1C[C@@H](N(C1)C([C@H](C(C)(C)C)N1N=NC(=C1)CN1C(CCC1)CO)=O)C(=O)NC